2-benzoylbenzoic acid lanthanum [La].C(C1=CC=CC=C1)(=O)C1=C(C(=O)O)C=CC=C1